(E)-N-benzyl-1-(1-naphthyl)methanimine C(C1=CC=CC=C1)/N=C/C1=CC=CC2=CC=CC=C12